Cl.C1NCC12CN(CCC2)C2=C(C=CC(=N2)C(=O)OC)C methyl 6-{2,6-diazaspiro[3.5]nonan-6-yl}-5-methylpyridine-2-carboxylate hydrochloride